4-benzoyl-4-methyl-6-(m-tolyl)-5-hexynenitrile C(C1=CC=CC=C1)(=O)C(CCC#N)(C#CC=1C=C(C=CC1)C)C